N1N=CC2=C(C=CC=C12)CN1N=CC2=C(C1=O)N(C1=C2SC(=N1)C(C1=NNC=C1)N)C 6-((1H-indazol-4-yl)methyl)-2-(amino(1H-pyrazol-3-yl)methyl)-4-methyl-4H-thiazolo[5',4':4,5]pyrrolo[2,3-d]pyridazin-5(6H)-one